CC1=C(C=C(C=N1)NC(C[C@@H]1OCC[C@H](C1)C(F)(F)F)=O)C=1C=NC2=CC(=NC=C2C1)NC N-(6-Methyl-5-(7-(methylamino)-1,6-naphthyridin-3-yl)pyridin-3-yl)-2-((2R,4R)-4-(trifluoromethyl)tetrahydro-2H-pyran-2-yl)acetamide